Cl.ClC=1C=C(C=CC1)N[C@H](C)C(=O)N (3-chlorophenyl)-D-alaninamide hydrochloride